C(C)[C@@H]1NCCC1 (S)-2-ethylpyrrolidine